tetradecanediol adipate C(CCCCC(=O)O)(=O)O.C(CCCCCCCCCCCCC)(O)O